N-(3,4-dihydroxybenzyl)-2-((6-methyl-1H-benzo[d]imidazol-2-yl)thio)acetamide tert-butyl-4-(4-bromo-2-fluorophenyl)-3,6-dihydropyridine-1(2H)-carboxylate C(C)(C)(C)OC(=O)N1CCC(=CC1)C1=C(C=C(C=C1)Br)F.OC=1C=C(CNC(CSC2=NC3=C(N2)C=C(C=C3)C)=O)C=CC1O